4-[6-(1-ethylpyrazol-4-yl)imidazo[4,5-b]pyridin-3-yl]-2,6-dimethoxy-benzoic acid C(C)N1N=CC(=C1)C=1C=C2C(=NC1)N(C=N2)C2=CC(=C(C(=O)O)C(=C2)OC)OC